(S) or (R)-N'-((1,2,3,5,6,7-hexahydro-s-indacen-4-yl)carbamoyl)-2-(2-hydroxypropan-2-yl)-N-methylthiazole-5-sulfonimidamide C1CCC2=C(C=3CCCC3C=C12)NC(=O)N=[S@](=O)(NC)C1=CN=C(S1)C(C)(C)O |o1:16|